5-amino-1-(tert-butyl)-1H-pyrazole-4-carbonitrile NC1=C(C=NN1C(C)(C)C)C#N